(3,5-dichloro-4-methoxyphenyl)(7-bromo-2,3-dihydro-4H-benzo[b][1,4]thiazin-4-yl)methanone ClC=1C=C(C=C(C1OC)Cl)C(=O)N1C2=C(SCC1)C=C(C=C2)Br